NC=1N=C(CC(N1)=O)C1=NN(C(=C1CC1=CC=CC=C1)C)C amino-6-(4-benzyl-1,5-dimethyl-pyrazol-3-yl)-5H-pyrimidin-4-one